1-(2-(tert-butyldimethylsilyloxy)ethyl)-2-oxo-1,2-dihydropyridine-3-carbaldehyde [Si](C)(C)(C(C)(C)C)OCCN1C(C(=CC=C1)C=O)=O